CC=1C(N(C(NC1)=O)C(=O)OC(C)(C)C)=O tert-butyl 5-methyl-2,4-dioxo-1H-pyrimidine-3-carboxylate